bis[4,6-bis(naphthalen-1-yl)pyrimidinyl](dipivaloylmethane) iridium (III) [Ir+3].C1(=CC=CC2=CC=CC=C12)C1=NC(=NC(=C1)C1=CC=CC2=CC=CC=C12)C(C(C(C)(C)C)=O)(C(C(C)(C)C)=O)C1=NC(=CC(=N1)C1=CC=CC2=CC=CC=C12)C1=CC=CC2=CC=CC=C12